2-((4-methoxyphenyl)thio)ethanol COC1=CC=C(C=C1)SCCO